7-fluoro-2,3,4,5-tetrahydro-1H-3-benzazepine FC1=CC2=C(CCNCC2)C=C1